O[C@@H]1C(N(CC1)C1=CC=C2C3(CC=4C(=NOC4C2=C1)NS(=O)(=O)C1=C(C=CC=C1OC)OC)CC3)=O (S)-N-(8'-(3-hydroxy-2-oxopyrrolidin-1-yl)-4'H-spiro[cyclopropane-1,5'-naphtho[2,1-d]isoxazol]-3'-yl)-2,6-dimethoxybenzenesulfonamide